FC=1C=C2C(NC=3[C@@H](CC[C@@H](C3C2=CC1F)N(C(=O)C=1NC2=CC=CC=C2C1)C)O)=O (S,R)-N-(8,9-difluoro-4-hydroxy-6-oxo-1,2,3,4,5,6-hexahydrophenanthridin-1-yl)-N-methyl-1H-indole-2-carboxamide